4-(benzyloxy)-1-(3-methoxypropyl)-3-methyl-1H-pyrazole C(C1=CC=CC=C1)OC=1C(=NN(C1)CCCOC)C